[N+](=O)([O-])C=1C=C(C2=C(CCO2)C1)N1CCCCC1 1-(5-nitro-2,3-dihydrobenzofuran-7-yl)piperidine